C1=C(C=C(C(=C1Br)OCCOC2=C(C=C(C=C2Br)Br)Br)Br)Br 1,2-bis(tribromophenoxy)-ethane